phenoxytribromosilane O(C1=CC=CC=C1)[Si](Br)(Br)Br